2,3-diisopropyl-succinic acid C(C)(C)C(C(=O)O)C(C(=O)O)C(C)C